4-({6-chloro-3-methyl-1H-pyrazolo[3,4-d]pyrimidin-4-yl}oxy)-1-methylpiperidine ClC1=NC(=C2C(=N1)NN=C2C)OC2CCN(CC2)C